ClC1=C2C(=CNC2=C(C=C1)NS(=O)(=O)C=1C=NN(C1)C[C@H](CO)C)C#N N-(4-chloro-3-cyano-1H-indol-7-yl)-1-[(2R)-3-hydroxy-2-methyl-propyl]pyrazole-4-sulfonamide